NC1=C(SC2=NC(=CN=C21)C)C(=O)NC2CC=1C(=CC(=NC1CC2)N2CC1(C(CCO1)C)C(C2)N)F 7-amino-N-(2-{9-amino-4-methyl-1-oxa-7-azaspiro[4.4]nonan-7-yl}-4-fluoro-5,6,7,8-tetrahydroquinolin-6-yl)-3-methylthieno[2,3-b]pyrazine-6-carboxamide